4'-chloro-4,4-difluoro-9'-(piperidin-4-yl)-5'H-spiro[cyclohexane-1,7'-indolo[1,2-a]quinazolin]-5'-one ClC=1C=2C(N=C3N(C2C=CC1)C1=CC=C(C=C1C31CCC(CC1)(F)F)C1CCNCC1)=O